C(C=C)(=O)[O-].C(CCC)[N+]1(CCCC1)C 1-butyl-1-methylpyrrolidinium acrylate